(R)-7-((2-Hydroxyethyl)sulfonyl)-N',2,6,6-tetramethyl-2-phenylheptanehydrazide OCCS(=O)(=O)CC(CCC[C@@](C(=O)NNC)(C1=CC=CC=C1)C)(C)C